tert-butyl (S)-2-((4-(3-(2-azabicyclo[2.2.2]octan-2-yl)pyridin-2-yl)thiazol-2-yl)carbamoyl)azetidine-1-carboxylate C12N(CC(CC1)CC2)C=2C(=NC=CC2)C=2N=C(SC2)NC(=O)[C@H]2N(CC2)C(=O)OC(C)(C)C